BrC1=NNC(=C1)C(=O)OCC ethyl 3-bromo-1H-pyrazole-5-carboxylate